BrC1=CC(=C(O[C@H](C(=O)O)C)C=C1)C(F)(F)C1CCC1 (2S)-2-[4-bromo-2-(cyclobutyldifluoromethyl)phenoxy]propanoic acid